BrC1=C(N=CC(=N1)C(=O)OC)NC\C=C\CNC(=O)OC(C)(C)C methyl (E)-6-bromo-5-((4-((tert-butoxycarbonyl)amino)but-2-en-1-yl)amino)pyrazine-2-carboxylate